CC1=CC(=CC(=C1NC2=NC(=NC=C2)NC3=CC=C(C=C3)C#N)C)/C=C/C#N.Cl The molecule is a hydrochloride obtained by reaction of rilpivirine with one equivalent of hydrochloric acid. Used for treatment of HIV. It has a role as a prodrug, a HIV-1 reverse transcriptase inhibitor and an EC 2.7.7.49 (RNA-directed DNA polymerase) inhibitor. It contains a rilpivirine(1+).